N-[5-[2,3-dimethyl-5-[(3R)-3-methyl-4-prop-2-enoyl-1,4-diazepane-1-carbonyl]phenyl]sulfanylthiazol-2-yl]cyclopropanecarboxamide CC1=C(C=C(C=C1C)C(=O)N1C[C@H](N(CCC1)C(C=C)=O)C)SC1=CN=C(S1)NC(=O)C1CC1